CC1OC2(CC1)C(CCCC2(C)C)(C)OC(C)=O acetic acid 2,6,10,10-tetramethyl-1-oxa-spiro[4.5]dec-6-yl ester